COC(C(=C(C1=CC=C(C=C1)OC)C)C#N)=O cyano-β-methyl-p-methoxy-cinnamic acid methyl ester